(1r,4r)-4-((2-amino-4-(3,5-dimethylisoxazol-4-yl)phenyl)amino)cyclohexan-1-ol NC1=C(C=CC(=C1)C=1C(=NOC1C)C)NC1CCC(CC1)O